4'-[(1-{[3-fluoro-4-(propan-2-yl)phenyl]carbamoyl}-DL-prolyl)amino]-3-methoxy[1,1-biphenyl]-4-carboxylic acid FC=1C=C(C=CC1C(C)C)NC(=O)N1[C@@H](CCC1)C(=O)NC1=CC=C(C=C1)C1=CC(=C(C=C1)C(=O)O)OC |r|